(1S,2R,3S)-N-(8-amino-7-fluoro-6-(4-methylpyridin-3-yl)isoquinolin-3-yl)-2-methyl-3-(1-(2-morpholinoethyl)-1H-pyrazol-4-yl)cyclopropanecarboxamide NC=1C(=C(C=C2C=C(N=CC12)NC(=O)[C@H]1[C@@H]([C@@H]1C=1C=NN(C1)CCN1CCOCC1)C)C=1C=NC=CC1C)F